4-(pyridin-2-yl)cyclohex-3-ene-1-carboxylic acid ethyl ester C(C)OC(=O)C1CC=C(CC1)C1=NC=CC=C1